ClC=1C=C(C=CC1F)NC(=O)C=1N(C2=CC=C(C=C2C1)NC(C1=C(C=CC(=C1)CNC(C(C)C)=O)Cl)=O)CC(F)(F)F N-(3-chloro-4-fluorophenyl)-5-(2-chloro-5-(isobutyrylaminomethyl)benzoylamino)-1-(2,2,2-trifluoroethyl)-1H-indole-2-carboxamide